C(CC)C(CCCO)CCCCO 4-propyl-1,8-octanediol